FC(C1=CC=C(OC2=CC3=C(C=CB3)C=C2)C=C1)(F)F 6-(4-Trifluoromethylphenoxy)benzoborole